tert-butyl ((1S-2R)-2-(4-oxo-5-(4-phenoxyphenyl)-4,5-dihydro-3H-1-thia-3,5,8-triazaacenaphthylene-2-carboxamido)cyclopentyl)carbamate O=C1NC2=C(SC=3N=CC=C(N1C1=CC=C(C=C1)OC1=CC=CC=C1)C32)C(=O)N[C@H]3[C@H](CCC3)NC(OC(C)(C)C)=O